3-hydroxy-4-methoxypicolinamide OC=1C(=NC=CC1OC)C(=O)N